4-(butylamino)-6-methyl-2-(methylthio)-5,6-dihydropyridin C(CCC)NC1=CC(=NC(C1)C)SC